O[C@H]1CC(C2=C(OC3=C2C=CC=C3)[C@H]1O)=O (3S,4S)-3,4-dihydroxy-3,4-dihydro-1(2H)-dibenzofuranone